methylene-1-oxa-3,8-diazaspiro[4.5]decan-2-one C=C1NC(OC12CCNCC2)=O